N1-hydroxy-N4-(quinolin-8-ylmethyl)terephthalamide ONC(C1=CC=C(C(=O)NCC=2C=CC=C3C=CC=NC23)C=C1)=O